NCC12NC(C(CC1)C2)=O rac-1-(aminomethyl)-2-azabicyclo[2.2.1]heptan-3-one